FC1=CC=C(C=C1)[C@H](C)OC1=C(C=CC(=C1)[N+](=O)[O-])B1OC(C(O1)(C)C)(C)C 2-{2-[(1S)-1-(4-fluorophenyl)ethoxy]-4-nitrophenyl}-4,4,5,5-tetramethyl-1,3,2-dioxaborolane